ClC1=C(C=C2C=C(N=CC2=C1)NC(=O)C1C(CC1)C1=NC=CC=C1)C1CCN(CC1)[C@@]1(COC[C@@H]1O)C N-(7-chloro-6-(1-((3R,4R)-4-hydroxy-3-methyltetrahydrofuran-3-yl)piperidin-4-yl)isoquinolin-3-yl)-2-(pyridin-2-yl)cyclobutane-1-carboxamide